methyl(thiazol-5-yl)((4-(5-(trifluoromethyl)-1,2,4-oxadiazol-3-yl)benzyl)imino)-λ6-sulfanone CS(=O)(=NCC1=CC=C(C=C1)C1=NOC(=N1)C(F)(F)F)C1=CN=CS1